Tert-butyl-3-(2-methoxy-2-oxoethoxy)azetidine-1-carboxylate C(C)(C)(C)OC(=O)N1CC(C1)OCC(=O)OC